2-[(3R)-3-methylmorpholin-4-yl]-8-(1H-pyrazol-5-yl)-4-[1-(tetrahydro-2H-pyran-4-yl)-1H-pyrazol-3-yl]-1,7-naphthyridine C[C@H]1N(CCOC1)C1=NC2=C(N=CC=C2C(=C1)C1=NN(C=C1)C1CCOCC1)C1=CC=NN1